(S)-3-(4-(6-chloro-3-cyclopropyl-2-oxo-2,3-dihydro-1H-benzo[d]imidazol-1-yl)phenyl)-2-(2,6-dichlorobenzamido)propionic acid ClC=1C=CC2=C(N(C(N2C2CC2)=O)C2=CC=C(C=C2)C[C@@H](C(=O)O)NC(C2=C(C=CC=C2Cl)Cl)=O)C1